CN1N=C2[C@@H](N(CCC2=C1C1=CC(=NN1C)C(F)(F)F)C(=O)C1=NC=CC2=C1SC=N2)C (S)-(2,7-Dimethyl-3-(1-methyl-3-(trifluoromethyl)-1H-pyrazol-5-yl)-2,4,5,7-tetrahydro-6H-pyrazolo[3,4-c]pyridin-6-yl)(thiazolo[5,4-c]pyridin-4-yl)methanone